ClC1=CC2=C(N(C(C(N2C)=O)=O)C2CCN(CC2)C2=NC=C(C=N2)C(=O)NCC2CC2)N=C1 2-(4-(7-chloro-1-methyl-2,3-dioxo-2,3-dihydropyrido[2,3-b]pyrazin-4(1H)-yl)piperidin-1-yl)-N-(cyclopropylmethyl)pyrimidine-5-carboxamide